C(C)OC(CCCCCCCCC(=O)OCC)=O sebacic acid diethyl ester